stearyl-ammonium carbonate C([O-])([O-])=O.C(CCCCCCCCCCCCCCCCC)[NH3+].C(CCCCCCCCCCCCCCCCC)[NH3+]